N(CC1CCC(CC1)C(=O)O)CC1CCC(CC1)C(=O)O (1R,1'R,4r,4'r)-4,4'-(azanediylbis(methylene))bis(cyclohexane-1-carboxic acid)